3-(4-fluorophenyl)-5-methyl-4-(((6-(3-methyl-5,6-dihydro-[1,2,4]triazolo[4,3-a]pyrazin-7(8H)-yl)pyridazin-3-yl)oxy)methyl)isoxazole FC1=CC=C(C=C1)C1=NOC(=C1COC=1N=NC(=CC1)N1CC=2N(CC1)C(=NN2)C)C